BrC1=CC=CC=2C=3N(C(=NC12)[C@](N)(C)C(=O)NCCCC)N=C(N3)C=3C=NN(C3)C 2-[7-bromo-2-(1-methyl-1H-pyrazol-4-yl)[1,2,4]triazolo[1,5-c]quinazolin-5-yl]-N-butyl-L-alaninamide